4-(1-(2-Nitrobenzoyl)-1H-pyrrolo[2,3-c]pyridin-4-yl)benzonitrile [N+](=O)([O-])C1=C(C(=O)N2C=CC=3C2=CN=CC3C3=CC=C(C#N)C=C3)C=CC=C1